4-(2-pyridyldithio)-pentanoic acid N1=C(C=CC=C1)SSC(CCC(=O)O)C